C(C=C)C1NCCC1 2-allylpyrrolidine